2,9-dioxa-4,7-diazaundecan COCNCCNCOCC